NC1=NC(N(C=C1)[C@@H]1O[C@@H]([C@H](C1(F)F)O[Si](C)(C)C(C)(C)C)CO[Si](C)(C)C(C)(C)C)=O 4-amino-1-((2r,4r,5r)-4-((tert-butyldimethylsilyl)oxy)-5-(((tert-butyldimethylsilyl)-oxy)methyl)-3,3-difluorotetrahydrofuran-2-yl)pyrimidin-2(1H)-one